1-(5-amino-1-benzyl-1H-pyrazol-4-yl)-3-cyclopropylpropane-1,3-dione NC1=C(C=NN1CC1=CC=CC=C1)C(CC(=O)C1CC1)=O